FC(OC1=CC(=NN1)NC1=CN=CC(=N1)O[C@@H]1[C@H]2CC[C@@H](CC1)N2C(=O)OC(C)(C)C)F tert-butyl (1R,2S,5S)-2-((6-((5-(difluoromethoxy)-1H-pyrazol-3-yl)amino)pyrazin-2-yl)oxy)-8-azabicyclo[3.2.1]octane-8-carboxylate